N-[3-(2-amino-1H-pyrrolo[2,3-b]pyridin-6-yl)-2,4-difluorophenyl]-5-chloro-2-methoxypyridine-3-sulfonamide NC1=CC=2C(=NC(=CC2)C=2C(=C(C=CC2F)NS(=O)(=O)C=2C(=NC=C(C2)Cl)OC)F)N1